COC1=C(SC=C1)/C=C/C(=O)OCC Ethyl (E)-3-(3-methoxythiophen-2-yl)acrylate